Spiro[3.4]octan-5-on C1CCC12C(CCC2)=O